OCC1=C(C=C(C=C1)NC(=O)C1CNC2=CC=CC=C2C1)C(F)(F)F N-(4-(hydroxymethyl)-3-(trifluoromethyl)phenyl)-1,2,3,4-tetrahydroquinoline-3-carboxamide